COC1=CC=C(C=C1)S(=O)(=O)N1N=C(C=C1)C(=O)NCC1=NC=C(N=C1)C 1-(4-methoxybenzene-1-sulfonyl)-N-[(5-methylpyrazin-2-yl)methyl]-1H-pyrazole-3-carboxamide